C1=CC=CC=2NC=3C(C4=C(C(C3C(C12)=O)=O)NC1=CC=CC=C1C4=O)=O quinolino[2,3-b]acridine-6,7,13,14(5h,12h)-tetraone